4-(2-hydroxy-ethyl)-1,5-dimethyl-1H-pyrazole-3-carboxylic acid ethyl ester C(C)OC(=O)C1=NN(C(=C1CCO)C)C